(S)-2-((1-(2-(4,4-dimethylpiperidin-1-yl)-3,6-dimethyl-4-oxo-3,4-dihydroquinazolin-8-yl)ethyl)amino)benzoic acid CC1(CCN(CC1)C1=NC2=C(C=C(C=C2C(N1C)=O)C)[C@H](C)NC1=C(C(=O)O)C=CC=C1)C